NC=1SCC2(N1)COCC1=CC=C(C=C12)C1=C(C2=CC=CC=C2C=C1)S(=O)(=O)N (2'-amino-5'H-spiro[isochroman-4,4'-thiazol]-6-yl)naphthalene-1-sulfonamide